[2-(1-cyclopropyl-1H-pyrazol-4-ylamino)-5-methyl-pyrimidin-4-yl]-benzoic acid C1(CC1)N1N=CC(=C1)NC1=NC=C(C(=N1)C1=C(C(=O)O)C=CC=C1)C